ClC1=C(C(=CC=C1)Cl)C1=NOC(=C1CO[C@H]1[C@@H]2CN([C@H](C1)C2)C2=CC(=C(C=N2)C(=O)OC)F)C2(CC2)F methyl 6-[(1S,4S,5R)-5-[[3-(2,6-dichlorophenyl)-5-(1-fluorocyclopropyl)-1,2-oxazol-4-yl]methoxy]-2-azabicyclo[2.2.1]heptan-2-yl]-4-fluoropyridine-3-carboxylate